(1S,3S,4R)-4-[(3aS,4R,5S,7aS)-4-(aminomethyl)-7a-methyl-1-methylidene-3,3a,4,5,6,7-hexahydro-2H-inden-5-yl]-3-(hydroxymethyl)-4-methylcyclohexan-1-ol NC[C@H]1[C@@H]2CCC([C@]2(CC[C@@H]1[C@@]1([C@H](C[C@H](CC1)O)CO)C)C)=C